C(C)S(=O)(=O)C[C@@H]1[C@H](N(C1)C=1N=CC(=C2C=C(N=CC12)NC1=NC(=NC=C1)N1CC([C@@](CC1)(O)C)(F)F)C(C)C)C (4R)-1-[4-({8-[(2R,3S)-3-[(ethanesulfonyl)meth-yl]-2-methylazetidin-1-yl]-5-(propan-2-yl)-2,7-naphthyridin-3-yl}amino)pyrimidin-2-yl]-3,3-difluoro-4-methylpiperidin-4-ol